(4aR,8aS)-6-[4-[(S or R)-(4-Fluorophenyl)-(4-methylphenyl)methyl]piperidine-1-carbonyl]-4,4a,5,7,8,8a-hexahydropyrido[4,3-b][1,4]oxazin-3-one FC1=CC=C(C=C1)[C@@H](C1CCN(CC1)C(=O)N1C[C@@H]2[C@@H](OCC(N2)=O)CC1)C1=CC=C(C=C1)C |o1:7|